COC1=C(C=CC(=C1)OC)CNC(=O)C1=CC2=C(C(=N1)C1=NN=CN1CC1=CC=C(C=C1)OC)C=NN2C N-[(2,4-dimethoxyphenyl)methyl]-4-{4-[(4-methoxyphenyl)-methyl]-4H-1,2,4-triazol-3-yl}-1-methyl-1H-pyrazolo[4,3-c]pyridine-6-carboxamide